isononyl isostearate C(CCCCCCCCCCCCCCC(C)C)(=O)OCCCCCCC(C)C